OP(=O)(OC1=CC=CC=C1)N[C@@H](C)C(=O)OC(C)C Isopropyl (hydroxy(phenoxy)phosphoryl)-L-alaninate